(2S)-1-[2-[(3S)-3-[methyl-(6-methyl-3-quinolyl)amino]pyrrolidin-1-yl]acetyl]pyrrolidine-2-carbonitrile CN([C@@H]1CN(CC1)CC(=O)N1[C@@H](CCC1)C#N)C=1C=NC2=CC=C(C=C2C1)C